(tert-butyl 1-(hydroxymethyl)cyclopropyl)carbamate C(C)(C)(C)C1C(C1)(CO)NC([O-])=O